O=C1NC(CCC1N1N=C(C2=CC=C(C=C2C1=O)N1CCNCC1)C)=O 4-(3-(2,6-dioxopiperidin-3-yl)-1-methyl-4-oxo-3,4-dihydrophthalazin-6-yl)piperazine